C(C)N(C\C=C/C1=C(C=CC(=C1)F)S(=O)(=O)NC1=C(C2=C([C@H]3[C@@H](CO2)OCC3)C=C1)C(=O)O)CC (3aS,9bS)-7-[2-((Z)-3-diethylaminoprop-1-enyl)-4-fluorobenzenesulfonylamino]-1,3a,4,9b-tetrahydro-2H-furo[2,3-c]benzopyran-6-carboxylic acid